(Z)-2-(4-aminophenylmethylene)-6-hydroxybenzofuran-3(2H)-one NC1=CC=C(C=C1)\C=C\1/OC2=C(C1=O)C=CC(=C2)O